benzyl 3-(1-benzyl pyrazol-4-yl)-4-oxo-piperidine-1-carboxylate C(C1=CC=CC=C1)N1N=CC(=C1)C1CN(CCC1=O)C(=O)OCC1=CC=CC=C1